O=C1C=C(N=CN1CC1CCN(CC12CCCC2)C(=O)OC(C)(C)C)C2=CC=CC=C2 tert-butyl 10-((6-oxo-4-phenylpyrimidin-1(6H)-yl)methyl)-7-azaspiro[4.5]decane-7-carboxylate